tert-butyl 6-((tert-butoxycarbonyl)amino)-1,1-dimethyl-3-oxoisoindoline-2-carboxylate C(C)(C)(C)OC(=O)NC1=CC=C2C(N(C(C2=C1)(C)C)C(=O)OC(C)(C)C)=O